n-Decyl(1-butylhexyl)phthalat C(CCCCCCCCC)C=1C(=C(C(C(=O)[O-])=CC1)C(=O)[O-])C(CCCCC)CCCC